tert-butyl (3-bromopropyl)(3-phenoxyphenethyl)carbamate BrCCCN(C(OC(C)(C)C)=O)CCC1=CC(=CC=C1)OC1=CC=CC=C1